1-(1H-benzo[d]imidazol-5-yl)-3-methyl-1H-pyrazol-5(4H)-one N1C=NC2=C1C=CC(=C2)N2N=C(CC2=O)C